CN1CCC(CC1)OC1=NC=NC2=CC=C(C=C12)C1=CNC2=NC=C(C=C21)C=2C(=NN(C2C)C)C 4-((1-methylpiperidin-4-yl)oxy)-6-(5-(1,3,5-trimethyl-1H-pyrazol-4-yl)-1H-pyrrolo[2,3-b]pyridin-3-yl)quinazoline